(3-(ethoxycarbonyl)imidazo[1,2-a]pyridin-7-yl)boronic acid C(C)OC(=O)C1=CN=C2N1C=CC(=C2)B(O)O